1-(2-((3-fluoro-5-(trifluoromethyl)phenyl)(hydroxy)methyl)pyridin-4-yl)-3-methyl-1,5,6,7-tetrahydro-4H-pyrazolo[4,3-c]pyridin-4-one FC=1C=C(C=C(C1)C(F)(F)F)C(C1=NC=CC(=C1)N1N=C(C=2C(NCCC21)=O)C)O